3,4-benzo-1,4-dioxane O1OCCC2=C1C=CC=C2